The molecule is a dipeptide consisting of L-threonine substituted on nitrogen by a 2,4-dinitrophenyl group and connected to L-glutamine via a peptide bond. It has a role as an epitope. It contains a 2,4-dinitrophenyl group. CC([C@@H](C(=O)N[C@@H](CCC(=O)N)C(=O)O)NC1=C(C=C(C=C1)[N+](=O)[O-])[N+](=O)[O-])O